1H-benzo[d]Imidazole-7-carboxylic acid methyl ester COC(=O)C1=CC=CC2=C1NC=N2